3-(2-methyltetrazol-5-yl)-N-[(3S)-pyrrolidin-3-yl]benzamide tert-butyl-2-(4-(6-((2,6-dioxopiperidin-3-yl)amino)pyridin-3-yl)piperidin-1-yl)acetate C(C)(C)(C)OC(CN1CCC(CC1)C=1C=NC(=CC1)NC1C(NC(CC1)=O)=O)=O.CN1N=C(N=N1)C=1C=C(C(=O)N[C@@H]2CNCC2)C=CC1